[(3S)-3-[(3R)-3-[3-(1-methylsulfonylpyrazol-4-yl)-1-tetrahydropyran-2-yl-indazol-5-yl]oxybutoxy]butyl]methanesulfonate CS(=O)(=O)N1N=CC(=C1)C1=NN(C2=CC=C(C=C12)O[C@@H](CCO[C@H](CCCS(=O)(=O)[O-])C)C)C1OCCCC1